C(C)C=1N(C=C(C1)NC(=O)OC(C)(C)C)C ethyl-4-[(tert-butoxy)carbonylamino]-1-methylpyrrole